3-formylbenzenesulfonic acid sodium salt [Na+].C(=O)C=1C=C(C=CC1)S(=O)(=O)[O-]